(2e)-n-allyl-4-{[3-(4-bromophenyl)-5-fluoro-1-methyl-1h-indazol-6-yl]oxy}-n-methyl-2-buten-1-amine CN1C2=CC(=C(C=C2C(=N1)C3=CC=C(C=C3)Br)F)OC/C=C/CN(C)CC=C